6-chloro-2,5-dimethyl-4,5-dihydro-2H-[1,2,3]triazolo[4,5-c][1,7]naphthyridine ClC1=NC=CC=2C=3C(CN(C12)C)=NN(N3)C